ClC=1C=C(C=CC1Cl)CCN(C(OC(C)(C)C)=O)CC(C=1C=NC=CC1)O Tert-butyl N-[2-(3,4-dichlorophenyl)ethyl]-N-[2-hydroxy-2-(3-pyridyl)ethyl]carbamate